(R)-1-(11-chloro-10-(5-methyl-2H-indazol-4-yl)-1,2,4a,5-tetrahydropyrazino[1',2':4,5][1,4]oxazino[2,3-c]quinolin-3(4H)-yl)propan-1-one ClC1=CC=2C3=C(C=NC2C=C1C=1C2=CNN=C2C=CC1C)OC[C@@H]1N3CCN(C1)C(CC)=O